7-stigmastenol CC[C@H](CC[C@@H](C)[C@H]1CC[C@@H]2[C@@]1(CC[C@H]3C2=CC[C@@H]4[C@@]3(CC[C@@H](C4)O)C)C)C(C)C